CC1CN(CCC1)CCN1CCC(CC1)C1=NN(C(=C1)C)C1=CC=C(C=C1)OC(F)(F)F 1-[2-(3-methyl-1-piperidyl)ethyl]-4-[5-methyl-1-[4-(trifluoromethoxy)phenyl]pyrazol-3-yl]piperidine